7-methyl-6-(3-azaspiro[5.5]undec-8-en-9-yl)-5-(5-(trifluoromethyl)pyrimidin-2-yl)-7H-pyrrolo[2,3-d]pyrimidin-4-amine CN1C(=C(C2=C1N=CN=C2N)C2=NC=C(C=N2)C(F)(F)F)C2=CCC1(CCNCC1)CC2